C1(=CC2=CC=C3C=CC4=CC5=CC=C6C=CC7=CC=C8C=C1C1=C2C3=C4C4=C5C6=C7C8=C14)C1=CC4=CC=C8C=CC7=CC6=CC=C5C=CC3=CC=C2C=C1C1=C4C8=C7C7=C6C5=C3C2=C17 bi-ovalen